N-[4-(3-cyanophenyl)-5-(2,6-dimethyl-4-pyridinyl)thiazol-2-yl]-3,8-diazabicyclo[3.2.1]octane-8-carboxamide C(#N)C=1C=C(C=CC1)C=1N=C(SC1C1=CC(=NC(=C1)C)C)NC(=O)N1C2CNCC1CC2